1-(N-(1-((R)-1-(naphthalen-1-yl)ethyl)piperidin-4-yl)-N-(2-oxo-2-((2-oxo-2-(prop-2-yn-1-ylamino)ethyl)amino)ethyl)sulfamoyl)pyrrolidine-3-carboxamide C1(=CC=CC2=CC=CC=C12)[C@@H](C)N1CCC(CC1)N(S(=O)(=O)N1CC(CC1)C(=O)N)CC(NCC(NCC#C)=O)=O